(1aS,7bR)-5-{[1-({(1r,4r)-4-[(2-aminoethyl)amino]cyclohexyl}acetyl)azetidin-3-yl]oxy}-2-hydroxy-1,1a,2,7b-tetrahydrocyclopropa[c][1,2]benzoxaborinine-4-carboxylic acid NCCNC1CCC(CC1)CC(=O)N1CC(C1)OC1=C(C2=C([C@H]3[C@@H](B(O2)O)C3)C=C1)C(=O)O